CC1=C(C=C(C(=C1)O)C(C)(C)C)C(CC(C)C1=C(C=C(C(=C1)C(C)(C)C)O)C)C1=C(C=C(C(=C1)C(C)(C)C)O)C 1,1,3-Tris(2-methyl-4-hydroxy-5-t-butylphenyl)butane